O=C1C=C(N=C2N1C=CC=C2)C(=O)NCC2=CC=C1C=C(NC1=C2)CN2C(CC(CC2)C)(C)C 4-oxo-N-((2-((2,2,4-trimethylpiperidin-1-yl)methyl)-1H-indol-6-yl)methyl)-4H-pyrido[1,2-a]pyrimidine-2-carboxamide